4-methoxyphenyl 2-(5-(trifluoromethyl)-1,2,4-oxadiazol-3-yl)-6,7-dihydrothieno[3,2-c]pyridine-5(4H)-carboxylate FC(C1=NC(=NO1)C1=CC=2CN(CCC2S1)C(=O)OC1=CC=C(C=C1)OC)(F)F